(R)-2-(2-(3,6-dihydro-2H-pyran-4-yl)-5-ethyl-6-(3-methylpiperazine-1-yl)-7-oxo-[1,2,4]triazolo[1,5-a]pyrimidin-4(7H)-yl)-N-(5-fluoro-2-methyl-4-(trifluoromethyl)phenyl)acetamide O1CCC(=CC1)C1=NN2C(N(C(=C(C2=O)N2C[C@H](NCC2)C)CC)CC(=O)NC2=C(C=C(C(=C2)F)C(F)(F)F)C)=N1